pyrene-4,5,9,10-tetrone C1=CC=C2C(C(C3=CC=CC=4C(C(C1=C2C34)=O)=O)=O)=O